(1S,2R)-2-amino-1-(3-chlorophenyl)-2-(4-chlorophenyl)propan-1-ol N[C@]([C@@H](O)C1=CC(=CC=C1)Cl)(C)C1=CC=C(C=C1)Cl